tert-butyl 2-(3-cyclopentyl-1-methoxy-1-oxopropan-2-yl)-1-methylhydrazine-1-carboxylate C1(CCCC1)CC(C(=O)OC)NN(C(=O)OC(C)(C)C)C